6-[4-[Acetyl(cyclopropylmethyl)amino]-3-chloro-phenyl]-N-(2-pyridylmethyl)pyridine-3-carboxamide C(C)(=O)N(C1=C(C=C(C=C1)C1=CC=C(C=N1)C(=O)NCC1=NC=CC=C1)Cl)CC1CC1